monofluoro carbonate C(OF)([O-])=O